tert-butyl 4-[4-amino-3-[(2-methyl-4-pyridyl)amino]phenyl]piperazine-1-carboxylate NC1=C(C=C(C=C1)N1CCN(CC1)C(=O)OC(C)(C)C)NC1=CC(=NC=C1)C